NC1=C(C2=C(N=C(O2)C=2C=NN(C2)C)C=C1C#N)C1=C(C(=CC=C1C)O)C 6-amino-7-(3-hydroxy-2,6-dimethylphenyl)-2-(1-methyl-1H-pyrazol-4-yl)benzo[d]oxazole-5-carbonitrile